O=C1N(C(C2=CC=CC=C12)=O)C1=C(C(=O)O)C=CC=C1 (1,3-dioxoisoindoline-2-yl)benzoic acid